CC1=NN(C(=C1)C)CCN(CCC(C(=O)O)NC(C(C)C1=CC=CC=C1)=O)CCCCC1=NC=2NCCCC2C=C1 4-[2-(3,5-dimethylpyrazol-1-yl)ethyl-[4-(5,6,7,8-tetrahydro-1,8-naphthyridin-2-yl)butyl]amino]-2-[[2-phenylpropanoyl]amino]butanoic acid